CC=1N(C2=CC=CC=C2C1C1(OC(C2=CC=CC=C12)=O)C1=C(N(C2=CC=CC=C12)CCCCCCCC)C)CCCCCCCC 3,3-bis-(2-methyl-1-octyl-1H-indol-3-yl)-3H-isobenzofuran-1-one